FC1=C(C=CC(=C1)N[C@H]1C(NC(CC1)=O)=O)N1CCC(CC1)(O)CC(=O)O 2-[1-[2-fluoro-4-[[(3R)-2,6-dioxo-3-piperidyl]amino]phenyl]-4-hydroxy-4-piperidyl]acetic acid